(E)-2-(1-(3-(5-chloro-2-(1H-tetrazol-1-yl)phenyl)acrylamido)-2-phenylethyl)-1H-imidazo[4,5-C]pyridine-6-carboxylic acid ClC=1C=CC(=C(C1)/C=C/C(=O)NC(CC1=CC=CC=C1)C=1NC2=C(C=NC(=C2)C(=O)O)N1)N1N=NN=C1